4-[tert-butoxycarbonyl-(methyl)amino]-6-methoxy-naphthalene-1-carboxylic acid C(C)(C)(C)OC(=O)N(C1=CC=C(C2=CC=C(C=C12)OC)C(=O)O)C